O1C(CCCC1)OCC1=C(C=CC=C1COC1OCCCC1)C1(CCCC1)O 1-(2,3-bis(((tetrahydro-2H-pyran-2-yl)oxy)methyl)phenyl)cyclopentan-1-ol